C(CC=C)N1C=NC2=C(C=CC=C2C1=O)Cl 3-(But-3-enyl)-8-chloroquinazolin-4(3H)-one